(E)-N-(2-hydroxyethyl)-3-(2-(6-methoxy-3-pyridinyl)-4-morpholino-6-thieno[3,2-d]pyrimidinyl)acrylamide OCCNC(\C=C\C1=CC=2N=C(N=C(C2S1)N1CCOCC1)C=1C=NC(=CC1)OC)=O